C1(CC1)C=1C2=C(C(NC1)=O)N(C(=C2)CN2C[C@H](OCC2)C)COCC[Si](C)(C)C 4-cyclopropyl-2-[[(2R)-2-methylmorpholin-4-yl]methyl]-1-(2-trimethylsilylethoxymethyl)-6H-pyrrolo[2,3-c]pyridin-7-one